1-((8-(((1S,3S)-3-aminocyclopentyl)amino)-3-bromo-6,7-dihydrospiro[cyclopenta[d]pyrazolo[1,5-a]pyrimidin-5,1'-cyclopentane]-6-yl)methyl)piperidin-4-ol dihydrochloride Cl.Cl.N[C@@H]1C[C@H](CC1)NC1=C2C(=NC=3N1N=CC3Br)C3(CCCC3)C(C2)CN2CCC(CC2)O